C(N)(=O)[C@H](CCC(=O)OC(C)(C)C)N1C(C2=C(C=C(C(=C2C1)F)[C@H]1[C@H](CNCC1)F)C)=O tert-butyl (4S)-4-carbamoyl-4-{4-fluoro-5-[(3R,4S)-3-fluoropiperidin-4-yl]-7-methyl-1-oxo-3H-isoindol-2-yl}butanoate